4-methylbenzenesulfonic acid 5,5,5-trifluoropentyl ester FC(CCCCOS(=O)(=O)C1=CC=C(C=C1)C)(F)F